OC1=C(C(=CC=C1)O)CC(=O)O 2,6-dihydroxyphenylacetic acid